N-(4-ethylphenyl)-2-(hydroxyimino)-N-(2,3,5,6-tetrafluorophenyl)acetamide C(C)C1=CC=C(C=C1)N(C(C=NO)=O)C1=C(C(=CC(=C1F)F)F)F